NCC1=C(C=CC=C1)C[C@H](C(=O)OC(C)(C)C)[C@@H]1CN(CC1)C(=O)[O-] (R)-3-((S)-3-(2-(aminomethyl)phenyl)-1-(tert-butoxy)-1-oxopropan-2-yl)pyrrolidine-1-carboxylate